IN1C=CC2=C1C=NC=N2 5-iodopyrrolopyrimidine